[Pb](I)I.[Sn].C(=N)N formamidine tin lead iodide